C(C1=CC=CC=C1)OC(=O)Cl benzyloxycarboxylic acid chloride